5-(3-benzyl-1-(methylsulfonyl)pyrrolidin-3-yl)-1-(4-fluorophenyl)-6-methyl-1H-indazole C(C1=CC=CC=C1)C1(CN(CC1)S(=O)(=O)C)C=1C=C2C=NN(C2=CC1C)C1=CC=C(C=C1)F